(S)-7-(4-(5-fluoro-2-((3-methyloxetan-3-yl)methoxy)phenyl)piperidin-1-yl)-2-(1,3,4-thiadiazol-2-yl)-5-oxa-2-azaspiro[3.4]octane FC=1C=CC(=C(C1)C1CCN(CC1)[C@@H]1COC2(CN(C2)C=2SC=NN2)C1)OCC1(COC1)C